C1CCC12CN(CC2)CC=2C=CC=1N(C2)C=C(N1)CN1N=NC(=C1)C1=C2C=NNC2=CC(=C1)I 4-(1-((6-((6-azaspiro[3.4]oct-6-yl)methyl)imidazo[1,2-a]pyridin-2-yl)methyl)-1H-1,2,3-triazol-4-yl)-6-iodo-1H-indazole